N-((1R,3s,5S)-8-azabicyclo[3.2.1]octan-3-yl)-3-chloro-N-methyl-4-(2-(2-methylthieno[2,3-d]pyrimidin-4-yl)cyclopropyl)benzamide [C@H]12CC(C[C@H](CC1)N2)N(C(C2=CC(=C(C=C2)C2C(C2)C=2C1=C(N=C(N2)C)SC=C1)Cl)=O)C